BrC1=CC(=C(/C=N/O)C(=C1)F)F (E)-4-bromo-2,6-difluorobenzaldehyde oxime